(p-tolyl)pyrene-1,6-diamine C1(=CC=C(C=C1)C1=C(C=2C=CC3=CC=C(C=4C=CC(=C1)C2C43)N)N)C